ClC1=CC(=NC(=N1)C=1C=NC=CC1)N1CC2(C1)CCN(CC2)C(C)=O 1-(2-(6-chloro-2-(pyridin-3-yl)pyrimidin-4-yl)-2,7-diazaspiro[3.5]nonan-7-yl)ethan-1-one